NC=1N=C(SC1C(=O)C1=CC=NC=C1)N(C1=CC=C(C=C1)C(F)F)C(C(=O)N)C [N-[4-amino-5-(pyridine-4-carbonyl)thiazol-2-yl]-4-(difluoromethyl)anilino]propanamide